benzyl (((1s,4s)-4-(3-butyl-2,4,6-trioxotetrahydropyrimidin-1(2H)-yl)cyclohexyl)methyl)(methyl)carbamate C(CCC)N1C(N(C(CC1=O)=O)C1CCC(CC1)CN(C(OCC1=CC=CC=C1)=O)C)=O